BrC1=CC=C(C=C1)/C=C/C(=O)N1CC(CCC1)NC(C1=CC=C(C=C1)OC)=O (E)-N-(1-(3-(4-bromophenyl)acryloyl)piperidin-3-yl)-4-methoxybenzamide